ClC1=C2CC(OC(C2=CC(=C1)C(=O)N[C@H](C(=O)O)CC1=CC=C(C=C1)O)=O)C (2S)-2-[(5-chloro-3-methyl-1-oxo-3,4-dihydroisochromene-7-carbonyl)amino]-3-(4-hydroxyphenyl)propionic acid